methyl 4-amino-3-fluoroimidazo[1,5-a]quinoxaline-8-carboxylate NC=1C=2N(C3=CC(=CC=C3N1)C(=O)OC)C=NC2F